C(=O)C1=CC=C(C=C1)C1=NC(=CC(=C1)C1=CC=C(C=C1)C=O)C1=CC=C(C=C1)C=O 2,4,6-tris(4-formylphenyl)-pyridine